ClC=1C=C(C=C(C1)Cl)C1=NC(=CC(=C1)CN1CCC(CC1)CNC(=O)NC)OC=1C=NC(=NC1)N1CCNCC1 1-((1-((2-(3,5-dichloro-phenyl)-6-((2-(piperazin-1-yl)pyrimidin-5-yl)oxy)pyridin-4-yl)methyl)piperidin-4-yl)methyl)-3-methylurea